lithium bis(trimethyl-silyl)amide C[Si](C)(C)[N-][Si](C)(C)C.[Li+]